(S)-2-fluoro-3-((1R,3R)-1-(4-(2-(3-(fluoromethyl)azetidin-1-yl)ethoxy)phenyl)-3-methyl-1,3,4,9-tetrahydro-2H-pyrido[3,4-b]indol-2-yl)-2-methylpropan-1-ol F[C@](CO)(CN1[C@@H](C=2NC3=CC=CC=C3C2C[C@H]1C)C1=CC=C(C=C1)OCCN1CC(C1)CF)C